C1(CC1)NS(=O)(=O)C=1C=C(C=2N(C1)C(=NC2)C=2SC(=NN2)C(F)(F)F)N2CCN(CC2)C(\C=C\C(=O)C2=CC=C(C=C2)OC)=O (E)-N-cyclopropyl-8-(4-(4-(4-methoxyphenyl)-4-oxobut-2-enoyl)piperazin-1-yl)-3-(5-(trifluoromethyl)-1,3,4-thiadiazol-2-yl)imidazo[1,5-a]pyridine-6-sulfonamide